N-(4-bromopyridin-2-yl)oxane-3-carboxamide BrC1=CC(=NC=C1)NC(=O)C1COCCC1